C(C)(C)NC(=O)N1N=C2C(CNCCC2)=C1 N-isopropyl-5,6,7,8-tetrahydropyrazolo[4,3-c]azepine-2(4H)-carboxamide